BrC=1C(=C(C=CC1)NC1=NC=NC2=CC3=C(C=C12)OC[C@H](O3)CCN3CCOCC3)F |r| (±)-N-(3-Bromo-2-fluorophenyl)-8-[2-(morpholin-4-yl)ethyl]-7,8-dihydro[1,4]dioxino[2,3-g]quinazolin-4-amine